O(C1=CC=CC=C1)C1=CC=C(C=C1)C1=NN(C=2N=CC=C(C21)N)C2CCN(CC2)C2CNCC2 3-(4-phenoxyphenyl)-1-(1-pyrrolidin-3-yl-4-piperidyl)pyrazolo[3,4-b]pyridin-4-amine